FC=1C=C(C=C(C1)NCCO)NC(=O)NC1=C(C(=CC(=C1)Cl)Cl)CCO 1-[3-fluoro-5-(2-hydroxyethylamino)phenyl]-3-[3,5-dichloro-2-(2-hydroxyethyl)phenyl]urea